3-amino-3-[(4-methoxy-4-oxobutan-2-yl)carbamoyl]propionic acid NC(CC(=O)O)C(NC(C)CC(=O)OC)=O